2'-(2-(Pyridin-2-yl)quinolin-7-yl)-5',6'-dihydro-4'H-spiro[cyclobutane-1,7'-pyrazolo[1,5-a]pyrimidine]-3'-carboxamide N1=C(C=CC=C1)C1=NC2=CC(=CC=C2C=C1)C1=NN2C(NCCC23CCC3)=C1C(=O)N